C(C)(C)N(C(=S)N)C(C)C N,N-diisopropyl-thiourea